C(C)(C)(C)C1=C(C=C(C(=C1)[Si](C)(C)OCC)O)NC(=O)C1=CNC2=CC=CC=C2C1=O N-(2-(tert-Butyl)-4-(ethoxydimethylsilyl)-5-hydroxyphenyl)-4-oxo-1,4-dihydroquinoline-3-carboxamide